COC(CCSC1=C2COCC2=CC=C1)=O 3-((1,3-Dihydroisobenzofuran-4-yl)thio)propanoic acid methyl ester